COC=1C=C2[C@]3(C(NC2=CC1)=O)[C@@H](C3)C3=CC=C1C(=NNC1=C3)NC3=C(C(=NC=C3)N3CCOCC3)OC (1R,2S)-5'-methoxy-2-(3-{[3-methoxy-2-(morpholin-4-yl)pyridin-4-yl]amino}-1H-indazol-6-yl)-1'H-spiro[cyclopropane-1,3'-indol]-2'-one